O=C1N(CC[C@H]1OC[C@H](C)OC=1C(=CN=NC1)C(F)(F)F)C1CCN(CC1)C1=NC=C(C=N1)C(F)(F)F 5-(((S)-1-(((R)-2-oxo-1-(1-(5-(trifluoromethyl)pyrimidin-2-yl)piperidin-4-yl)pyrrolidin-3-yl)oxy)propan-2-yl)oxy)-4-(trifluoromethyl)pyridazin